CC1=NC2=CC=CC(=C2C(N1C1C(NC(CC1)=O)=O)=O)NCCCCCCCN1CCN(CC1)C1COC1 3-(2-methyl-5-((7-(4-(oxetan-3-yl)piperazin-1-yl)heptyl)amino)-4-oxoquinazolin-3(4H)-yl)piperidine-2,6-dione